2-(2-amino-4-chloroanilino)benzoic acid NC1=C(NC2=C(C(=O)O)C=CC=C2)C=CC(=C1)Cl